C(C1=CC=CC=C1)OC(=O)N1CCN(CC1)C(=O)C1CCN(CC1)C(=O)OC(C)(C)C.ICC(=O)O Iodoacetic acid benzyl-4-(1-(tert-butoxycarbonyl)piperidine-4-carbonyl)piperazine-1-carboxylate